ClC1=C2C=NN(C2=CC(=C1C1=CC=CN2C(=CC=C12)C(=O)C1=CC(=C(C(=C1)F)NC(\C=C\CNC1CCC(CC1)OC)=O)F)C(F)(F)F)C Racemic-(E)-N-(4-(8-(4-chloro-1-methyl-6-(trifluoromethyl)-1H-indazol-5-yl)indolizine-3-carbonyl)-2,6-difluorophenyl)-4-(((1r,4r)-4-methoxycyclohexyl)amino)but-2-enamide